COC(=O)N1C(CC2=CC(=CC(=C12)C1=CC(=C(C(=C1)F)OCCCC(=O)O)F)F)(C)C 7-[4-(3-carboxy-propoxy)-3,5-difluoro-phenyl]-5-fluoro-2,2-dimethyl-2,3-dihydro-indole-1-carboxylic acid methyl ester